2-(4-(((5-Cyclopropyl-3-(2,6-dichlorophenyl)isoxazol-4-yl)methoxy)methyl)bicyclo[2.2.2]octan-1-yl)thiazol C1(CC1)C1=C(C(=NO1)C1=C(C=CC=C1Cl)Cl)COCC12CCC(CC1)(CC2)C=2SC=CN2